[4-(5-tert-Butyl-4-methyl-1,2,4-triazol-3-yl)phenyl]-[4-(5-methyloxazolo[4,5-b]pyridin-2-yl)piperazin-1-yl]methanon C(C)(C)(C)C=1N(C(=NN1)C1=CC=C(C=C1)C(=O)N1CCN(CC1)C=1OC=2C(=NC(=CC2)C)N1)C